2-[4-((3S)-3-piperidinyl)phenyl]-2H-indole-7-carboxamide N1C[C@@H](CCC1)C1=CC=C(C=C1)C1N=C2C(=CC=CC2=C1)C(=O)N